C(#N)N1C[C@]2(CCC2C1)NC(=O)C=1SC(=CN1)C=1C=NC=CC1OC1=CC=C(C=C1)F N-((1R)-3-Cyano-3-azabicyclo[3.2.0]heptan-1-yl)-5-(4-(4-fluorophenoxy)pyridin-3-yl)thiazol-2-carboxamid